furan-2,5-dicarboxylic hydrazide O1C(=CC=C1C(=O)O)C(=O)NN